N-((5-cyclopropyl-1H-indazol-4-yl)methyl)-3-fluoro-4-methoxy-benzamide C1(CC1)C=1C(=C2C=NNC2=CC1)CNC(C1=CC(=C(C=C1)OC)F)=O